C(CCCCCCCCC(=O)OCCCC)(=O)OCCCC din-butyl sebacate